(3R)-3-amino-7-[5-(1-methyl-1-methylsulfonyl-ethyl)-1,3,4-oxadiazol-2-yl]-1,1-dioxo-5-[[4-(trifluoromethylsulfanyl)phenyl]methyl]-2,3-dihydro-1λ6,5-benzothiazepine-4-One N[C@H]1CS(C2=C(N(C1=O)CC1=CC=C(C=C1)SC(F)(F)F)C=C(C=C2)C=2OC(=NN2)C(C)(S(=O)(=O)C)C)(=O)=O